1-[4-(3,5-dichlorophenyl)piperazin-1-yl]-5-methoxy-pentane-1,4-dione ClC=1C=C(C=C(C1)Cl)N1CCN(CC1)C(CCC(COC)=O)=O